(2S,3R)-3-((2-aminopyridin-4-yl)methyl)-N2-(1-methyl-1H-imidazol-2-yl)-N1-((R)-1-(2,4-dimethylphenyl)propyl)-N2-methyl-4-oxoazetidine-1,2-dicarboxamide NC1=NC=CC(=C1)C[C@@H]1[C@H](N(C1=O)C(=O)N[C@H](CC)C1=C(C=C(C=C1)C)C)C(=O)N(C)C=1N(C=CN1)C